C(CCC)[Sn](C#CC(F)(F)F)(CCCC)CCCC 1-tributylstannyl-3,3,3-trifluoro-1-propyne